N-[2-[1-[2-[4-[4-[(2,6-dioxo-3-piperidyl)amino]-2-fluoro-phenyl]-1-piperidyl]ethyl]-4-piperidyl]-7-isopropoxy-imidazo[1,2-a]pyridin-6-yl]-6-(trifluoromethyl)pyridine-2-carboxamide O=C1NC(CCC1NC1=CC(=C(C=C1)C1CCN(CC1)CCN1CCC(CC1)C=1N=C2N(C=C(C(=C2)OC(C)C)NC(=O)C2=NC(=CC=C2)C(F)(F)F)C1)F)=O